(S)-2-amino-4-cyclopropoxy-5-(1-(pyrimidin-2-yl)ethoxy)-benzonitrile NC1=C(C#N)C=C(C(=C1)OC1CC1)O[C@@H](C)C1=NC=CC=N1